CN([C@H](CC1=CNC2=CC=CC=C12)C(=O)O)NC(=O)C=1OC2=CC=CC(=C2C(C1)=O)OC1=CC=C(C=C1)Br Methyl-(5-((4-bromophenyl)oxy)-4-oxo-4H-chromene-2-carbonylamino)-D-tryptophan